O1C(=NC=C1)C=O 2-OXAZOLECARBOXALDEHYDE